N[C@@H](CCCCNC(CCC(C(=O)O)N1CCN(CCN(CCN(CC1)CC(=O)O)CC(=O)O)CC(=O)O)=O)C(=O)O 2,2',2''-(10-(4-(((S)-5-amino-5-carboxypentyl)amino)-1-carboxy-4-oxobutyl)-1,4,7,10-tetraazacyclododecane-1,4,7-triyl)triacetic acid